N-[3-[2-(difluoromethoxy)-5-methylsulfanyl-phenyl]-1-[2-[4-[methyl-[(3R)-tetrahydrofuran-3-yl]amino]-1-piperidyl]-2-oxo-ethyl]pyrazol-4-yl]pyrazolo[1,5-a]pyrimidine-3-carboxamide FC(OC1=C(C=C(C=C1)SC)C1=NN(C=C1NC(=O)C=1C=NN2C1N=CC=C2)CC(=O)N2CCC(CC2)N([C@H]2COCC2)C)F